(1R,2R)-1-aminocyclohexanol NC1(CCCCC1)O